3-iodo-1-(prop-1-en-2-yl)-1H-pyrazole IC1=NN(C=C1)C(=C)C